(R)-(4-(1-benzyl-N-((1-ethylpiperidin-4-yl)methyl)pyrrolidine-3-carboxamido)phenyl)arsonous acid C(C1=CC=CC=C1)N1C[C@@H](CC1)C(=O)N(CC1CCN(CC1)CC)C1=CC=C(C=C1)[As](O)O